7-chloro-5,8-difluoro-2-(methylthio)pyrido[4,3-d]pyrimidin-4(3H)-one ClC1=C(C=2N=C(NC(C2C(=N1)F)=O)SC)F